O=C1[C@@]2(C=3C(=NC=C(C3)/C=C/COCCOCCN(C(OC(C)(C)C)=O)C)N1)CC1=C(C=NC(=C1)C(=O)OC(C)C)C2 Isopropyl (S,E)-2'-oxo-5'-(2,2,5-trimethyl-4-oxo-3,8,11-trioxa-5-azatetradec-13-en-14-yl)-1',2',5,7-tetrahydrospiro[cyclopenta[c]pyridine-6,3'-pyrrolo[2,3-b]pyridine]-3-carboxylate